C(C)N1C=NC2=C1N=NC=C2C=2C=CC(=C(C2)C2=CC1=C(N(C(S1)=O)C)C=C2OC)F 6-(5-(7-ethyl-7H-imidazo[4,5-c]pyridazin-4-yl)-2-fluorophenyl)-5-methoxy-3-methylbenzo[d]thiazol-2(3H)-one